The molecule is a hydroxycalciol that consists of vitamin D3 (calciol) carrying additional hydroxy groups at positions 20 (with S-configuration) and 23. It has a role as a rat metabolite and a human metabolite. It is a hydroxycalciol, a member of D3 vitamins and a triol. CC(C)CC(C[C@@](C)([C@H]1CC[C@@H]\\2[C@@]1(CCC/C2=C\\C=C/3\\C[C@H](CCC3=C)O)C)O)O